1-(1-(5-bromo-3-(difluoromethyl)pyridin-2-yl)-1H-1,2,3-triazol-5-yl)ethan-1-one BrC=1C=C(C(=NC1)N1N=NC=C1C(C)=O)C(F)F